2,2,2-trichloroethyl (E)-(hexa-3,5-dienoyloxy)carbamate C(C\C=C\C=C)(=O)ONC(OCC(Cl)(Cl)Cl)=O